(3Z)-12-chloro-3-dodecen-1-ol ClCCCCCCCC\C=C/CCO